NC1=CC(=C2N(CCCCCCC(C3=NN=C(C1=N2)O3)(O)C(F)(F)F)C3CCC3)C(F)(F)F 17-amino-13-cyclobutyl-6,15-bis(trifluoromethyl)-19-oxa-3,4,13,18-tetrazatricyclo[12.3.1.12,5]nonadeca-1(18),2,4,14,16-pentaen-6-ol